tertButyl 3-(piperazin-1-yl)azetidine-1-carboxylate dihydrochloride Cl.Cl.N1(CCNCC1)C1CN(C1)C(=O)OC(C)(C)C